NC1=CC=CC2=C1C(=C(NO2)N)N triaminobenzoxazine